C(C)(C)(C)OC(N[C@@H]1C[C@H](C1)OCC(F)F)=O trans-N-(3-(2,2-difluoroethoxy)cyclobutyl)carbamic acid tert-butyl ester